N-((1-(4-(5-(trifluoromethyl)-1,2,4-oxadiazol-3-yl)phenyl)-1H-imidazol-4-yl)methyl)cyclopropanesulfonamide FC(C1=NC(=NO1)C1=CC=C(C=C1)N1C=NC(=C1)CNS(=O)(=O)C1CC1)(F)F